CC(C)C1NCC12CCCCC2 3-propan-2-yl-2-azaspiro-[3.5]-nonane